(S)-2,5-bis((2R,3S)-2-((E)-4,8-dimethylnona-3,7-dien-1-yl)-3,5-dihydroxy-2-methyl-7-oxo-3,4,7,9-tetrahydropyrano[2,3-E]isoindol-8(2H)-yl)-N-methylpentanamide C\C(=C/CC[C@@]1([C@H](CC=2C(=C3CN(C(C3=CC2O)=O)[C@H](C(=O)NC)CCCN2C(C3=CC(=C4C(=C3C2)O[C@@]([C@H](C4)O)(CC\C=C(\CCC=C(C)C)/C)C)O)=O)O1)O)C)\CCC=C(C)C